BrC1=C2C(=NC=N1)NN=C2 4-bromopyrazolo[3,4-D]-pyrimidine